trans-2-heptene C\C=C\CCCC